OC=1C(=CC2=CN(N=C2C1C)C)C=1C=CC=2C(N1)=NN(N2)C2CCN(CC2)C(=O)OC(C)(C)C tert-butyl 4-[5-(6-hydroxy-2,7-dimethyl-indazol-5-yl) triazolo[4,5-b]pyridin-2-yl]piperidine-1-carboxylate